CC=1C=C(C=2N(C(C=C(N2)N2CCOCC2)=O)C1)C=O 7-methyl-2-morpholino-4-oxo-pyrido[1,2-a]pyrimidine-9-carbaldehyde